((1-(isopropylamino)cyclohexyl)methyl)-4-(phenylethynyl)benzamide C(C)(C)NC1(CCCCC1)CC1=C(C(=O)N)C=CC(=C1)C#CC1=CC=CC=C1